CCCCCCCC/C=C\CCCCCCCCCC(=O)OC[C@H](COP(=O)(O)OC[C@H](CO)O)OC(=O)CCCCCCCCC/C=C\C/C=C\CCCCC 1-(11Z-eicosenoyl)-2-(11Z,14Z-eicosadienoyl)-glycero-3-phospho-(1'-sn-glycerol)